ClC=1C=C(C=CC1F)NC(=O)C1=C(N=CN1C)C1CC2CC(CC2C1)(C1=CC(=NN1C)OCC(CC)O)O N-(3-Chloro-4-fluorophenyl)-4-(5-hydroxy-5-(3-(2-hydroxybutoxy)-1-methyl-1H-pyrazol-5-yl)octahydropentalen-2-yl)-1-methyl-1H-imidazole-5-carboxamide